(2R,3S,4R,5R)-N-(3-Carbamoyl-4-fluoro-phenyl)-3-(3,4-Difluoro-2-methoxy-phenyl)-4,5-dimethyl-5-(trifluoromethyl)tetrahydrofuran-2-carboxamid C(N)(=O)C=1C=C(C=CC1F)NC(=O)[C@@H]1O[C@]([C@@H]([C@H]1C1=C(C(=C(C=C1)F)F)OC)C)(C(F)(F)F)C